(S)-4-((4-(3-((2-(1-hydroxyethyl)-1H-imidazol-1-yl)methyl)isoxazol-5-yl)phenyl)ethynyl)benzenesulfonamide tert-butyl-(4-aminobenzyl)carbamate C(C)(C)(C)N(C(O)=O)CC1=CC=C(C=C1)N.O[C@@H](C)C=1N(C=CN1)CC1=NOC(=C1)C1=CC=C(C=C1)C#CC1=CC=C(C=C1)S(=O)(=O)N